C(#C)C1=CC=C(C=C1)[C@H](C)NC(=O)[C@H]1N(C[C@@H](C1)O)C([C@H](C(C)(C)C)NC(OC(C)(C)C)=O)=O tert-butyl ((S)-1-((2S,4R)-2-(((S)-1-(4-ethynylphenyl)ethyl)carbamoyl)-4-hydroxypyrrolidin-1-yl)-3,3-dimethyl-1-oxobutan-2-yl)carbamate